[Na+].C(C=C)(=O)OCCC(=O)[O-] carboxyethyl acrylate sodium salt